COC(=O)[C@H]1N(C1)C(=O)OCC1=CC=CC=C1 (2S)-aziridine-1,2-dicarboxylic acid 1-benzyl ester 2-methyl ester